N2-(but-3-en-1-yl)-N2-(4-methoxybenzyl)-4-methylpyridine-2,6-diamine C(CC=C)N(C1=NC(=CC(=C1)C)N)CC1=CC=C(C=C1)OC